FC1=C(OC(C(=O)O)(C)C)C=CC(=C1)CN1N=CN(C1=O)C1=CC=C(C=C1)OC(F)(F)F 2-(2-Fluoro-4-((5-oxo-4-(4-(trifluoromethoxy)phenyl)-4,5-dihydro-1H-1,2,4-triazol-1-yl)methyl)phenoxy)-2-methylpropionic acid